NC1=NC=NC=2N(C3=CC=C(C=C3C21)C(F)(F)F)CC(=O)O 2-(4-amino-6-(trifluoromethyl)-9H-pyrimido[4,5-b]indol-9-yl)acetic acid